Cl.Cl.N1(N=CN=C1)CCCNC=1C=C(C(=CC1)[N+](=O)[O-])C1=CC=CC=C1 N-(3-(1H-1,2,4-triazol-1-yl)propyl)-6-nitrobiphenyl-3-amine dihydrochloride